ClCC(CC1(NCC[C@@H]1OC)C(=O)OC)=C methyl (3S)-2-(2-(chloromethyl) allyl)-3-methoxypyrrolidine-2-carboxylate